3-(1-methyl-1,8-diazaspiro[4.5]decan-8-yl)benzene-1,2-diamine CN1CCCC12CCN(CC2)C2=C(C(=CC=C2)N)N